[F-].[K+].ClC=1C=CC=2N(N1)C(=NN2)CCC(=O)N 3-{6-chloro-[1,2,4]Triazolo[4,3-b]Pyridazin-3-yl}propionamide Potassium fluoride